FC1=C(C=C(C(=C1)OC1(CC1)C(=O)OC)[N+](=O)[O-])C1=C(C(=C(C(=C1F)F)F)F)F methyl 1-((2,2',3',4',5',6'-hexafluoro-5-nitro-[1,1'-biphenyl]-4-yl)oxy)cyclopropane-1-carboxylate